C(C)(=O)OC1=CC=C(C=C1)C1N(CC(CC1)C)C(C(=O)NC=1C=NC(=C(C1)C)N)=O 4-(1-(2-((6-amino-5-methylpyridin-3-yl)amino)-2-oxoacetyl)-5-methylpiperidin-2-yl)phenyl Acetate